ClC=1C(=NC(=NC1)N[C@H]1[C@@H](COCC1)O)C#CC1=CN=C(N1C(C)C)N1C(OCC1)=O 3-(5-((5-chloro-2-(((3S,4R)-3-hydroxytetrahydro-2H-pyran-4-yl)amino)pyrimidin-4-yl)ethynyl)-1-isopropyl-1H-imidazol-2-yl)oxazolidin-2-one